2-oxoethyl 3-aminopropanoate NCCC(=O)OCC=O